(4-benzothiazol-2-yl-phenyl)-(4-naphthalen-2-yl-phenyl)-amine S1C(=NC2=C1C=CC=C2)C2=CC=C(C=C2)NC2=CC=C(C=C2)C2=CC1=CC=CC=C1C=C2